(R)-1-((2-(3-(3-((4-methyl-4H-1,2,4-triazol-3-yl)methyl)oxetan-3-yl)phenyl)-3-oxo-7-(trifluoromethyl)isoindolin-5-yl)methyl)pyrrolidine-3-carbonitrile CN1C(=NN=C1)CC1(COC1)C=1C=C(C=CC1)N1CC2=C(C=C(C=C2C1=O)CN1C[C@@H](CC1)C#N)C(F)(F)F